1-(((3S)-1-((3-(4-fluorophenyl)-1-azetidinyl)sulfonyl)-3-piperidinyl)carbonyl)-N-(4-(trifluoromethyl)benzyl)-D-prolinamide FC1=CC=C(C=C1)C1CN(C1)S(=O)(=O)N1C[C@H](CCC1)C(=O)N1[C@H](CCC1)C(=O)NCC1=CC=C(C=C1)C(F)(F)F